O1C(OCC1)C=1C=C(C=CC1OCC1=CC=C(C=C1)OC)CCC=O 3-[3-(1,3-dioxolan-2-yl)-4-[(4-methoxyphenyl)methoxy]phenyl]propanal